calcium trisulfide [S-]S[S-].[Ca+2]